(1R,3S,5R)-2-(2-(4-amino-6-cyano-9H-pyrimido[4,5-b]indol-9-yl)acetyl)-N-(6-bromopyridin-2-yl)-2-azabicyclo[3.1.0]hexane-3-carboxamide NC1=NC=NC=2N(C3=CC=C(C=C3C21)C#N)CC(=O)N2[C@@H]1C[C@@H]1C[C@H]2C(=O)NC2=NC(=CC=C2)Br